OCCOC1=CC=C(C=C1)S(=O)(=O)C1=CC=C(C=C1)OCCO 4-(2-hydroxyethoxy)phenylsulfone